tert-butylmethylpropane-1,3-diyldicarbamate C(C)(C)(C)OC(NCCCN(C([O-])=O)C)=O